2-(4-((R)-3-((cyclobutylmethyl)amino)piperidin-1-yl)phenyl)-N-(6-(pyrrolidin-1-yl)pyrazin-2-yl)propanamide C1(CCC1)CN[C@H]1CN(CCC1)C1=CC=C(C=C1)C(C(=O)NC1=NC(=CN=C1)N1CCCC1)C